(S)-2-(4-(2-fluoropyridin-4-yl)-2-methylpiperazin-1-yl)pyrimidin-5-amine FC1=NC=CC(=C1)N1C[C@@H](N(CC1)C1=NC=C(C=N1)N)C